CP(OCC)(OC1=C(C(=CC(=C1)CCCCC)O)[C@@H]1CCCC(=C1)C)=O ethyl ((R)-6-hydroxy-5'-methyl-4-pentyl-1',2',3',4'-tetrahydro-[1,1'-biphenyl]-2-yl) methylphosphonate